CC=1C=C2C(=NC1)NC=C2C2=CC=1N(C=C2)N=CC1C(=O)NC=1C=NC=CC1 5-(5-methyl-1H-pyrrolo[2,3-b]pyridin-3-yl)-N-(pyridin-3-yl)pyrazolo[1,5-a]pyridine-3-carboxamide